N1(CCCCCC1)C=1N=C(C2=C(C=NNC2=O)N1)NC1=CC(=C(C=C1)OC)OC 2-(azepan-1-yl)-4-((3,4-dimethoxyphenyl)amino)pyrimido[4,5-d]pyridazin-5(6H)-one